CN1C([C@H]2N(C([C@H]1C)=O)[C@H]([C@](C2)(C#N)C)C2=CC=CC=C2)=O |r| rac-(3r,6s,7s,8as)-2,3,7-trimethyl-1,4-dioxo-6-phenyloctahydropyrrolo-[1,2-a]pyrazine-7-carbonitrile